3,5-diformylphenylboric acid C(=O)C=1C=C(C=C(C1)C=O)OB(O)O